COC1=CC2=C(CC3(CC3)N(CC2)S(=O)(=O)C2=CC=C(C)C=C2)C=C1 7-methoxy-3-p-toluenesulfonyl-1,3,4,5-tetrahydrospiro[benzo[d]azepin-2,1'-cyclopropane]